NC1CCN(CC1)C1=C2C(=NC=C1C1=CC(=CC(=C1)C)F)N(C(=N2)C=2C=C(C(=O)N)C=C(C2)F)C 3-(7-(4-aminopiperidin-1-yl)-6-(3-fluoro-5-methylphenyl)-3-methyl-3H-imidazo[4,5-b]pyridin-2-yl)-5-fluorobenzamide